C1(CCCCC1)C[C@H](C(=O)N1C(CC(C1)N1N=NC=C1C(C)(C)O)C(=O)N)NC(C1=CC=C(C=C1)S(=O)(=O)C1CC1)=O 1-((R)-3-cyclohexyl-2-(4-(cyclopropylsulfonyl)benzamido)propanoyl)-4-(5-(2-hydroxypropan-2-yl)-1H-1,2,3-triazol-1-yl)pyrrolidine-2-carboxamide